FC1=C(CON)C(=C(C(=C1F)F)F)F O-(2,3,4,5,6-pentafluorobenzyl)-hydroxylamine